COC1=CC=C(C=C1C1=C(C=CC=C1C)C)C=1NC(=C([N+]1[O-])C(NC1=CC(=CC=C1)C(=O)N1CCNCC1)=O)C 2-(6-methoxy-2',6'-dimethyl-[1,1'-biphenyl]-3-yl)-5-methyl-4-((3-(piperazine-1-carbonyl)phenyl)carbamoyl)-1H-imidazole 3-oxide